tert-butyl (R)-3-((S)-1-(tert-butoxy)-3-(3-(chlorosulfonyl)phenyl)-1-oxopropan-2-yl)pyrrolidine-1-carboxylate C(C)(C)(C)OC([C@@H](CC1=CC(=CC=C1)S(=O)(=O)Cl)[C@@H]1CN(CC1)C(=O)OC(C)(C)C)=O